2-(3-(2-Chloroethyl)-3H-[1,2,3]triazolo[4,5-b]pyridin-6-yl)propane ClCCN1N=NC=2C1=NC=C(C2)C(C)C